4-[5-(2-aminoethyl)pyridin-2-yl]-3-[[2-methyl-4-(2-methylphenyl)imidazol-1-yl]methyl]benzonitrile NCCC=1C=CC(=NC1)C1=C(C=C(C#N)C=C1)CN1C(=NC(=C1)C1=C(C=CC=C1)C)C